4-(6-Oxohexahydropyrrolo[1,2-a]pyrazin-2(1H)-yl)-N-(3-phenylpropyl)-1H-benzo[d]imidazole-1-carboxamide O=C1CCC2N1CCN(C2)C2=CC=CC=1N(C=NC12)C(=O)NCCCC1=CC=CC=C1